5-[(8-amino-3-isoquinolinyl)amino]-3-[(1R)-2-(dimethylamino)-1-methylethoxy]-2-pyrazinecarbonitrile NC=1C=CC=C2C=C(N=CC12)NC=1N=C(C(=NC1)C#N)O[C@@H](CN(C)C)C